C(C)(C)C1=C(C=CC=C1)C1=NC=C2NC(N(C2=N1)CC1=CC=C(C=C1)N1N=NC=C1C)=O 2-(2-isopropylphenyl)-9-(4-(5-methyl-1H-1,2,3-triazol-1-yl)benzyl)-7,9-dihydro-8H-purin-8-one